5-(3-methylimidazo[1,2-b]pyridazin-6-yl)-N-(3,3,3-trifluoropropyl)-7H-pyrrolo[2,3-d]pyrimidin-2-amine CC1=CN=C2N1N=C(C=C2)C2=CNC=1N=C(N=CC12)NCCC(F)(F)F